NC1CC(C1)C(=O)N1CCN(CC1)C(=O)C1=C(C=C(C=C1)NC=1C=2N(C=CN1)C(=CN2)C=2C(=NN(C2)CC(F)F)C(F)F)CC (4-((1r,3r)-3-aminocyclobutane-1-carbonyl)piperazin-1-yl)(4-((3-(1-(2,2-difluoroethyl)-3-(difluoromethyl)-1H-pyrazol-4-yl)imidazo[1,2-a]pyrazin-8-yl)amino)-2-ethylphenyl)methanone